NC1=NN(C(=C1)C(=O)OC)C methyl 3-amino-1-methyl-1H-pyrazole-5-carboxylate